[K].[Be] Beryllium potassium